(6-cyclopropyl-1,6-diazaspiro[3.3]hept-1-yl)methanone C1(CC1)N1CC2(CCN2C=O)C1